diphenyl S-lauryl dithiophosphite P(OC1=CC=CC=C1)(SC1=CC=CC=C1)SCCCCCCCCCCCC